{2-Methoxy-4-[(3-methylthiophen-2-ylmethyl)-amino]-phenyl}-carbamic acid ethyl ester C(C)OC(NC1=C(C=C(C=C1)NCC=1SC=CC1C)OC)=O